2-(dimethylamino-4-methylthiazol-5-yl)prop-2-en-1-one CN(C)C=1SC(=C(N1)C)C(C=O)=C